C1(CCC1)C1=CC(=C(C=C1C)N1C(C=CC2=CC(=CC=C12)S(=O)(=O)NC=1OC=CN1)=O)OC (P)-1-(4-cyclobutyl-2-methoxy-5-methylphenyl)-N-(oxazol-2-yl)-2-oxo-1,2-dihydroquinoline-6-sulfonamide